ClC1=C(C=CC=C1)CC(=O)NC1=CC(=C(C=C1)N1N=CC(=C1)NC(OCC[Si](C)(C)C)=O)S(NCC1=C(C=C(C=C1)OC)OC)(=O)=O 2-(Trimethylsilyl)ethyl [1-(4-{[(2-chlorophenyl)acetyl]amino}-2-[(2,4-dimethoxybenzyl)sulfamoyl]phenyl)-1H-pyrazol-4-yl]carbamate